[K].C1CCC2=C(C=3CCCC3C=C12)NC(=O)NS(=O)(=O)C1CN(C1)CC1=NC=CC=C1 N-((1,2,3,5,6,7-Hexahydro-s-indacen-4-yl)carbamoyl)-1-(pyridin-2-ylmethyl)azetidine-3-sulfonamide, Potassium Salt